C1(CC1)[C@]1(C(N(C[C@H]1C)C1=CC(=CC=2N=CSC21)C=2C=NN(C2)C)=O)C#N (3R,4S)-3-cyclopropyl-4-methyl-1-[5-(1-methylpyrazol-4-yl)-1,3-benzothiazol-7-yl]-2-oxopyrrolidine-3-carbonitrile